cyano-1,4-dichlorophthalazine C(#N)C1=C2C(=NN=C(C2=CC=C1)Cl)Cl